BrC1=C(C=CC=C1)C(C(F)(F)F)F bromotetrafluoroethyl-benzene